CC=1C=C(COC=2C3=CC=CC=C3C(=C3C=CC=CC23)OCC2=CC(=CC=C2)C)C=CC1 9,10-bis(3-methylbenzyloxy)anthracene